selenoglutathione N[C@H](C(=[Se])O)CCC(=O)N[C@@H](CS)C(=O)NCC(=O)O